(3-ethyl-1,2-oxazol-5-yl)methylamine C(C)C1=NOC(=C1)CN